C(CN(CC(=O)O)CC(=O)O)N(CC(=O)O)CC(=O)O.NCCNCCNCCN triethylenetetramine, ethylenediaminetetraacetic acid salt